(S)-2-amino-6-borono-2-((1S,3R)-3-((2,2'-difluorobiphenyl-4-yl)methylamino)cyclobutyl)hexanoic acid N[C@@](C(=O)O)(CCCCB(O)O)C1CC(C1)NCC1=CC(=C(C=C1)C1=C(C=CC=C1)F)F